1,1-Dimethoxy-4-propylsilacyclohexane CO[Si]1(CCC(CC1)CCC)OC